C1(CC1)C(=O)NC1=CC=C(N=N1)CCCCN1N=NC(=C1)C(=O)NCC1=NC=CC(=C1)C(F)(F)F 1-[4-(6-cyclopropaneamidopyridazin-3-yl)butyl]-N-{[4-(trifluoromethyl)pyridin-2-yl]methyl}-1H-1,2,3-triazole-4-carboxamide